NC1=NC=CC(=C1)C=1C=C2C=CN(C(C2=CC1)=O)CC=1C=C(C(=O)NCC2=C(C=CC=C2)CO)C=CC1 3-((6-(2-aminopyridin-4-yl)-1-oxoisoquinolin-2(1H)-yl)methyl)-N-(2-(hydroxymethyl)benzyl)benzamide